2-amino-6-borono-2-(3-(4-methylpiperazin-1-yl)propyl)hexanoic acid NC(C(=O)O)(CCCCB(O)O)CCCN1CCN(CC1)C